F[C@H]1CNCC[C@@H]1N1C=CC2=C(C=CC=C12)N1C(NC(CC1)=O)=O 1-(1-((3S,4S)-3-Fluoropiperidin-4-yl)-1H-indol-4-yl)dihydropyrimidine-2,4(1H,3H)-dione